methyl 4-(6-(7-((4-methyl-3-(methylsulfonyl)benzamido)methyl)-1,6-naphthyridin-2-yl)pyridin-2-yl)piperazine-2-carboxylate CC1=C(C=C(C(=O)NCC2=NC=C3C=CC(=NC3=C2)C2=CC=CC(=N2)N2CC(NCC2)C(=O)OC)C=C1)S(=O)(=O)C